(1S,2S)-2-(3-chlorophenyl)-N-(4-(((6-cyclopropyl-8-(3-hydroxypropyl)imidazo[1,2-a]pyridin-2-yl)methyl)amino)pyridin-2-yl)cyclopropane-1-carboxamide ClC=1C=C(C=CC1)[C@@H]1[C@H](C1)C(=O)NC1=NC=CC(=C1)NCC=1N=C2N(C=C(C=C2CCCO)C2CC2)C1